3-benzyl-1-(trans-4-((5-cyano-4-((pyrimidin-2-yl-methyl)amino)-pyrimidin-2-yl)-amino)cyclohexyl)-1-(5-(1-methyl-1H-pyrazol-4-yl)-pyridin-2-yl)urea C(C1=CC=CC=C1)NC(N(C1=NC=C(C=C1)C=1C=NN(C1)C)[C@@H]1CC[C@H](CC1)NC1=NC=C(C(=N1)NCC1=NC=CC=N1)C#N)=O